1,2-dimethylhydrazine hydrochloride Cl.CNNC